COC1=C(C=CC(=C1)C=1C=NN(C1)C)NC=1N=CC2=C(N1)C(=NC=C2)N2CCC(CC2)OC N-(2-methoxy-4-(1-methyl-1H-pyrazol-4-yl)phenyl)-8-(4-methoxypiperidin-1-yl)pyrido[3,4-d]pyrimidin-2-amine